COC(C1=CN=C(C=C1)NC1=NC=CC=C1[N+](=O)[O-])=O 6-[(3-nitropyridin-2-yl)amino]nicotinic acid methyl ester